OC=1C=C(C=CC1)N1C(=NC2=CC=CC(=C2C1=O)C)C 3-(3-hydroxyphenyl)-2,5-dimethylquinazolin-4(3H)-one